(1S,2S,5R)-(benzo[d]oxazol-5-ylmethyl)-N-(4,4-difluorocyclohexyl)-3-tosyl-3-azabicyclo[3.1.0]hexane-2-carboxamide O1C=NC2=C1C=CC(=C2)C[C@@]21[C@H](N(C[C@@H]1C2)S(=O)(=O)C2=CC=C(C)C=C2)C(=O)NC2CCC(CC2)(F)F